cis-3-amino-6'-chloro-2'-methyl-1',2'-dihydro-3'H-spiro[cyclobutane-1,4'-isoquinoline]-3'-one NC1CC2(C(N(CC3=CC=C(C=C23)Cl)C)=O)C1